N(=[N+]=[N-])CCOCCOC1=CC=CC(=C1)CI 2-(2-(2-azidoethoxy)ethoxy)-4-(iodomethyl)benzene